[Cr].[Sn].OC1=C(C(=O)NC=2SC=CN2)C=CC=C1C 2-hydroxy-3-methyl-N-(thiazol-2-yl)benzamide tin-chromium